butyl (7-((1-(4-(2,6-dioxopiperidin-3-yl)-2-fluorophenyl)piperidin-4-yl)methyl)-2,7-diazaspiro[3.5]nonan-2-yl)carbamate O=C1NC(CCC1C1=CC(=C(C=C1)N1CCC(CC1)CN1CCC2(CN(C2)NC(OCCCC)=O)CC1)F)=O